(R)-1-(2-((methylsulfonyl)oxy)propyl)-2-oxo-1,2-dihydropyridine-3-carboxylic acid ethyl ester C(C)OC(=O)C=1C(N(C=CC1)C[C@@H](C)OS(=O)(=O)C)=O